(S,2R)-N-((7-fluorotricyclo[6.2.0.03,6]deca-1,3(6),7-trien-2-yl)carbamoyl)-2-(hydroxymethyl)-2-methyl-N'-trityl-2,3-dihydropyrazolo[5,1-b]oxazole-7-sulfonimidamide FC=1C=2CCC2C(=C2CCC12)NC(=O)N[S@@](=O)(=NC(C1=CC=CC=C1)(C1=CC=CC=C1)C1=CC=CC=C1)C=1C=NN2C1O[C@@](C2)(C)CO